gamma-tert-butyl-L-Glutamic acid C(C)(C)(C)C(C[C@H](N)C(=O)O)C(=O)O